3-[6-(Cyclopropanecarbonyl-amino)pyridin-3-ylethynyl]-4-methyl-benzoic acid C1(CC1)C(=O)NC1=CC=C(C=N1)C#CC=1C=C(C(=O)O)C=CC1C